C(#N)C(C(=O)OCCCC(C)C)=C 4-methylpentyl cyanoacrylate